(Z)-18-Heptacosen-10-one CCCCCCCCCC(CCCCCCC\C=C/CCCCCCCC)=O